ClC1=C(C=C(C(=C1)F)C1=C(C(=C(C(=C1F)F)F)F)F)C(=O)OC methyl 4-chloro-2',3',4',5',6,6'-hexafluoro-[1,1'-biphenyl]-3-carboxylate